C(C)(C)(C)OOOC(CC(CC(C)(C)C)C)=O 3,5,5-trimethylhexanoic acid-tert-butyl-peroxyester